4-methyl-N-(naphthalen-2-ylmethyl)aniline CC1=CC=C(NCC2=CC3=CC=CC=C3C=C2)C=C1